C(#C)C1=CN=C(S1)N 5-ethynylthiazole-2-amine